1-N'-(4-Fluorophenyl)-1-N-[4-(7-pyridazin-4-ylquinolin-4-yl)oxyphenyl]cyclopropane-1,1-dicarboxamide FC1=CC=C(C=C1)NC(=O)C1(CC1)C(=O)NC1=CC=C(C=C1)OC1=CC=NC2=CC(=CC=C12)C1=CN=NC=C1